3-(difluoromethyl)-1-methyl-N-[(3R)-1,1,3-trimethyl-2,3-dihydroinden-4-yl]pyrazole-4-carboxamide, sodium salt [Na].FC(C1=NN(C=C1C(=O)NC1=C2[C@@H](CC(C2=CC=C1)(C)C)C)C)F